C(C)(=O)C1=C(C(=O)OC(C)(C)CC(C)(C)C)C=CC=C1 tertiary octyl 2-acetylbenzoate